(3Ar,9aS)-1-(2-iodopropan-2-yl)-3a-methyl-6-pentyl-2,3,9,9a-tetrahydro-1H-cyclopenta[b]chromen-8-ol IC(C)(C)C1CC[C@]2(OC=3C=C(C=C(C3C[C@H]21)O)CCCCC)C